N-(3-phenylpropyl)piperidin-4-amine C1(=CC=CC=C1)CCCNC1CCNCC1